N1(N=CC=C1)C1=CC(=NC=C1)C(=O)O 4-(1H-pyrazol-1-yl)picolinic acid